tert-butyl (2-methoxy-4-(piperidin-4-yloxy)phenyl)carbamate COC1=C(C=CC(=C1)OC1CCNCC1)NC(OC(C)(C)C)=O